methyl 3-chloro-4-methylbenzoate ClC=1C=C(C(=O)OC)C=CC1C